OC1(CS(C1)(=O)=O)C1=CC=C(C=C1)C(=O)N1CCC(CC1)OC1=NC=C(C=C1)C(F)(F)F (4-(3-hydroxy-1,1-dioxidothietan-3-yl)phenyl)(4-((5-(trifluoromethyl)pyridin-2-yl)oxy)piperidin-1-yl)methanone